4-(N-(3-(tert-butyl)-5-cyclopropylbenzyl)-2-(N-(2-chloro-4-fluorobenzyl)-(2,3,4,5,6-pentafluorophenyl)sulfonamido)acetamido)-3-cyclopropoxybenzoic acid C(C)(C)(C)C=1C=C(CN(C(CN(S(=O)(=O)C2=C(C(=C(C(=C2F)F)F)F)F)CC2=C(C=C(C=C2)F)Cl)=O)C2=C(C=C(C(=O)O)C=C2)OC2CC2)C=C(C1)C1CC1